1-benzyl-6,7-dimethylquinoxalin-2(1H)-one C(C1=CC=CC=C1)N1C(C=NC2=CC(=C(C=C12)C)C)=O